CC1=CC(=NO1)C1=NN=C2N1N=C(C=C2)OCC2=NC=1CCN(CC1C=C2)C2COC2 5-methyl-3-(6-((6-(oxetan-3-yl)-5,6,7,8-tetrahydro-1,6-naphthyridin-2-yl)methoxy)-[1,2,4]triazolo[4,3-b]pyridazin-3-yl)isoxazole